2-chloro-N-(4-hydroxy-phenyl)acetamide ClCC(=O)NC1=CC=C(C=C1)O